2-chloro-4-(piperidylmethyl)pyridine ClC1=NC=CC(=C1)CN1CCCCC1